FC1=C(C(=CC=C1)F)C=1C(=C(N=NC1)C(=O)N)NC1=NC=C(C=C1)N1CCOCC1 (2,6-difluorophenyl)-4-((5-morpholinopyridin-2-yl)amino)pyridazine-3-carboxamide